ClC1=C(C=C(C=C1)NC(OC(C)(C)C)=O)C(NC1=NC=C(C=C1F)C#CC1=CC=CC=C1)=O tert-butyl N-[4-chloro-3-[[3-fluoro-5-(2-phenylethynyl)-2-pyridyl]carbamoyl]phenyl]carbamate